O=C(CC[C@H]1NC(OC1)=O)N1CC(C1)C1=CC=C(C=C1)OC1=NC=CC(=N1)C(F)(F)F (4R)-4-[3-Oxo-3-[3-[4-[4-(trifluoro-methyl)pyrimidin-2-yl]oxyphenyl]azetidin-1-yl]propyl]oxazolidin-2-one